(S)-2,2,2-trifluoroethyl 2-((2-methylbutyl)(pyridin-2-ylmethyl)amino)-2-oxoacetate 2,2,2-trifluoroethyl-2-chloro-2-oxo-acetate FC(COC(C(=O)Cl)=O)(F)F.C[C@H](CN(C(C(=O)OCC(F)(F)F)=O)CC1=NC=CC=C1)CC